CN1CCC(CC1)CNCCCNC1=CC(=NC2=CC=CC=C12)C1=CC=C(C=C1)OC N-(3-((1-methylpiperidin-4-yl)methylamino)propyl)-2-(4-methoxyphenyl)quinolin-4-amine